C1=C(C=CC2=CC=CC=C12)S(=O)(=O)[O-].[Na+].C1(CCC1)OC1=C(C=CC(=C1F)F)[C@@H]1[C@@H](O[C@@]([C@@H]1C)(C(F)(F)F)C)C(=O)NC1=CC(=NC=C1)C(=O)N 4-[[(2R,3R,4R,5S)-3-[2-(cyclobutoxy)-3,4-difluoro-phenyl]-4,5-dimethyl-5-(trifluoromethyl)tetrahydrofuran-2-carbonyl]amino]pyridine-2-carboxamide sodium β-naphthalenesulfonate